ClC1=CC(=C(OC=2C=C3C(=NC2)N(C=N3)C)C=C1F)[N+](=O)[O-] 6-(4-chloro-5-fluoro-2-nitrophenoxy)-3-methyl-3H-imidazo[4,5-b]pyridine